tert-butyl N-({4-[(2,4,6-trimethylphenyl)amino]cyclohexyl}methyl)carbamate CC1=C(C(=CC(=C1)C)C)NC1CCC(CC1)CNC(OC(C)(C)C)=O